BrC1=CC=C(C=C1)C1(CCOCC1)N[S@](=O)C(C)(C)C |r| (±)-N-[4-(4-bromophenyl)tetrahydropyran-4-yl]-2-methyl-propane-2-sulfinamide